Amphetamine-d6 [2H]C([2H])([2H])C([2H])(C([2H])([2H])C1=CC=CC=C1)N